N-((3-nitro-4-(((4-(oxetan-3-yl)morpholin-2-yl)methyl)amino)phenyl)sulfonyl)pyridine [N+](=O)([O-])C=1C=C(C=CC1NCC1CN(CCO1)C1COC1)S(=O)(=O)N1CC=CC=C1